FC(C(=O)O)(F)F.C1NCC12CC(C2)S(=O)(=O)N 2-azaspiro[3.3]heptane-6-sulfonamide trifluoroacetic acid salt